FC=1C=C(CC2C[C@H](NC2)C(=O)O)C=CC1F γ-(3,4-difluoro-benzyl)-proline